Cl.Cl.C1(CCCCC1)C1N=C2SC=C(N2C1)CSC1=NC2=CC=CC=C2CN1 6-cyclohexyl-3-(((3,4-dihydroquinazolin-2-yl)thio)methyl)-5,6-dihydroimidazo[2,1-b]Thiazole dihydrochloride